BrC1=CC=C(C=C1)[C@H](C(C)C)N1C[C@@H](N(C[C@H]1C)C=1C=2N=C(N(C2N2C(N1)=NN=C2)C[C@H]2OCCC2)C)C ((2S,5R)-4-((S)-1-(4-Bromophenyl)-2-methylpropyl)-2,5-dimethylpiperazin-1-yl)-2-methyl-1-(((S)-tetrahydrofuran-2-yl)methyl)-1H-[1,2,4]triazolo[3,4-b]purine